2-((2-(2-methyl-5-nitro-1H-imidazol-1-yl)ethyl)thio)-5-(pyridine-2-yl)-1,3,4-oxadiazole CC=1N(C(=CN1)[N+](=O)[O-])CCSC=1OC(=NN1)C1=NC=CC=C1